C1(CCCCCC1)NC(=O)NC1=CC(=C(C(=C1)O)N1S(NC(C1)=O)(=O)=O)F 1-cycloheptyl-3-[4-(1,1-dioxido-4-oxo-1,2,5-thiadiazolidin-2-yl)-3-fluoro-5-hydroxyphenyl]urea